C1=C(C=CC2=CC=CC=C12)NCC(C(=O)O)N 3-(naphthalene-2-ylamino)-2-amino-propanoic acid